6-Cyano-1-methyl-4-((3R,4R)-3-methyl-4-(4-(trifluoromethoxy)phenoxy)piperidin-1-yl)-1,5-naphthyridin-2(1H)-on C(#N)C=1N=C2C(=CC(N(C2=CC1)C)=O)N1C[C@H]([C@@H](CC1)OC1=CC=C(C=C1)OC(F)(F)F)C